The molecule is a member of the class of trichlorophenols that is phenol substituted by chloro groups at positions 3, 4 and 6 and an aminomethyl group at position 2. It is a member of trichlorophenols and a primary amino compound. It derives from a benzylamine. C1=C(C(=C(C(=C1Cl)Cl)CN)O)Cl